S1C(=NC2=C1C=CC=C2)NC(=O)C=2C=CC=C1CCN(CC21)C2=CC=C(C(=N2)C(=O)OC(C)(C)C)C2=C(C=C(OC1CC3(C1)CCN(CC3)CC(=O)O)C=C2)C(F)(F)F 2-(2-(4-(6-(8-(benzo[d]thiazol-2-ylcarbamoyl)-3,4-dihydroisoquinolin-2(1H)-yl)-2-(tert-butoxycarbonyl)pyridin-3-yl)-3-(trifluoromethyl)phenoxy)-7-azaspiro[3.5]nonan-7-yl)acetic acid